N1N=NN=C1C1=CC=C(C=C1)CC(=O)O 2-(4-(1H-tetrazol-5-yl)phenyl)acetic acid